3-hydroxy-phenylthioxanthone OC=1C=C(C=CC1)C1=CC=CC=2SC3=CC=CC=C3C(C12)=O